CN1C(=NN=C1)C[C@@H](C)C=1C=C(C=CC1)NC(=O)C=1NC=C(N1)C(F)(F)F (R)-N-(3-(1-(4-methyl-4H-1,2,4-triazol-3-yl)propan-2-yl)phenyl)-4-(trifluoromethyl)-1H-imidazole-2-carboxamide